FC(OC1=C(C=C(C=C1)N1N=C(C(C1=O)C(=O)OC1=CC=C(C=C1)[N+](=O)[O-])C)C=1C=NC=NC1)F 4-nitrophenyl 1-(4-(difluoromethoxy)-3-(pyrimidin-5-yl)phenyl)-3-methyl-5-oxo-4,5-dihydro-1H-pyrazole-4-carboxylate